1-[[2-(2-methoxy-3-pyridinyl)pyrrolo[3,2-c]pyridin-5-yl]methyl]benzotriazole COC1=NC=CC=C1C1=CC2=CN(C=CC2=N1)CN1N=NC2=C1C=CC=C2